COC1=CC=C(C=C1)N=C=S 4-methoxyphenyl isothiocyanate